tert-butyl (2R)-2-({[4-(4-oxo-3-{[3-(trifluoromethyl)phenyl]amino}-1H,5H,6H,7H-pyrrolo[3,2-c]pyridin-2-yl)pyridin-3-yl]oxy}methyl)azetidine-1-carboxylate O=C1NCCC2=C1C(=C(N2)C2=C(C=NC=C2)OC[C@@H]2N(CC2)C(=O)OC(C)(C)C)NC2=CC(=CC=C2)C(F)(F)F